2-[1-[1-(2,6-dioxo-3-piperidyl)-3-methyl-2-oxo-benzimidazol-5-yl]-4-piperidyl]acetic acid O=C1NC(CCC1N1C(N(C2=C1C=CC(=C2)N2CCC(CC2)CC(=O)O)C)=O)=O